F/C=C(\CN)/COC1=CC=C(C=C1)S(=O)(=O)C[C@@H]1OCCC1 (R,E)-3-fluoro-2-((4-(((tetrahydrofuran-2-yl)methyl)sulfonyl)phenoxy)methyl)prop-2-en-1-amine